COC1=CC=C(C=C1)C1=NN2C(N=CC=C2NCC=2SC=CC2)=C1 (4-methoxyphenyl)-N-(thiophen-2-ylmethyl)pyrazolo[1,5-a]pyrimidin-7-amine